1,2-dihydroxy-benzene-3,5-disulfonic acid OC1=C(C(=CC(=C1)S(=O)(=O)O)S(=O)(=O)O)O